tert-butyl ((4-(hydroxymethyl)-7-(4-((trimethylsilyl)ethynyl)phenyl)-2,3-dihydrobenzofuran-5-yl)methyl)carbamate OCC1=C(C=C(C2=C1CCO2)C2=CC=C(C=C2)C#C[Si](C)(C)C)CNC(OC(C)(C)C)=O